COC1=CC=C(C=C(C(=O)OCC(CCCC)CC)C(=O)OCC(CCCC)CC)C=C1 di(2-ethylhexyl) 4-methoxybenzalmalonate